4,5-dibromo-3-chlorothiophene-2-formic acid BrC=1C(=C(SC1Br)C(=O)O)Cl